(2R)-2-(4,5-dichloro-6-oxo-pyridazin-1-yl)-N-[4-methyl-3-[[(1S)-2,2,2-trifluoro-1-(2-pyridylmethyl)ethyl]sulfamoyl]phenyl]propanamide ClC=1C=NN(C(C1Cl)=O)[C@@H](C(=O)NC1=CC(=C(C=C1)C)S(N[C@H](C(F)(F)F)CC1=NC=CC=C1)(=O)=O)C